FC(C1=CC=NN1C1CC(C1)OC(C1=CC=C(C=C1)[N+](=O)[O-])=O)(F)F.C[N+]1(CCCCC1)C Dimethyl-Piperidinium (1s,3s)-3-(5-(trifluoromethyl)-1H-pyrazol-1-yl)cyclobutyl-4-nitrobenzoate